CC(C(=O)O)(\C=C\CC(=O)O)C1=CC=C(C=C1)C 2-methyl-2-(4-methyl-phenyl)trans-3-hexenedioic acid